C(#N)C1=C(C=CC=C1)C=1C=CC2=CN(N=C2C1)C1CCC(CC1)CNC(C1=CC(=C(C(=C1)F)O)F)=O N-({(1r,4r)-4-[6-(2-cyanophenyl)-2H-indazol-2-yl]cyclohexyl}methyl)-3,5-difluoro-4-hydroxybenzamide